3-Amino-4-(7-fluoro-1H-indazol-4-yl)-7-methyl-6-(3-methylbut-1-ynyl)-1H-1,5-naphthyridin-2-one NC=1C(NC2=CC(=C(N=C2C1C1=C2C=NNC2=C(C=C1)F)C#CC(C)C)C)=O